ClC1=C(C=C(C=C1)N1N=C(N=C1CNC(NCC1=NC=NN1CC1=CC=C(C=C1)F)=O)C)F 3-{[1-(4-chloro-3-fluorophenyl)-3-methyl-1H-1,2,4-triazol-5-yl]methyl}-1-({1-[(4-fluorophenyl)methyl]-1H-1,2,4-triazol-5-yl}methyl)urea